zinc sulfate, hydrate O.S(=O)(=O)([O-])[O-].[Zn+2]